Cl.ClCC([C@H](C[C@H]1C(NCC1)=O)NC([C@@H](N)CC1CC1)=O)=O N-{(2S)-4-chloro-3-oxo-1-[(3S)-2-oxopyrrolidin-3-yl]butan-2-yl}-3-cyclopropyl-L-alaninamide hydrochloride salt